CC1C(C(CC(C1)C)C)=O 2,4,6-trimethyl-cyclohexanone